bismuth telluride oxide [Bi](=[Te])=O